5-((4-(pyridin-4-yl)benzylidene)amino)isophthalic acid N1=CC=C(C=C1)C1=CC=C(C=NC=2C=C(C=C(C(=O)O)C2)C(=O)O)C=C1